(R)-N-((1H-pyrrolo[3,2-c]pyridin-2-yl)methyl)-2-(5-((1-(dibenzo[b,d]furan-2-yl)ethyl)amino)-4-methyl-6-oxo-2-phenylpyrimidin-1(6H)-yl)acetamide N1C(=CC=2C=NC=CC21)CNC(CN2C(=NC(=C(C2=O)N[C@H](C)C2=CC1=C(OC3=C1C=CC=C3)C=C2)C)C2=CC=CC=C2)=O